CC(C)NC1CN(CC1)C=1N=NC(=CN1)C1=C(C=C(C=C1)C1=NC=NS1)O 2-(3-{3-[(propan-2-yl)amino]pyrrolidin-1-yl}-1,2,4-triazin-6-yl)-5-(1,2,4-thiadiazol-5-yl)phenol